CC1=NOC(=C1C=1C=C(C=CC1OC[C@@H]1NCCCC1)NC(=O)C1(CC1)COC)C (R)-N-(3-(3,5-dimethylisoxazol-4-yl)-4-(piperidin-2-ylmethoxy)phenyl)-1-(methoxymethyl)cyclopropane-1-carboxamide